3-(4-aminobenzyl)quinazolinone NC1=CC=C(CN2C(N=C3C=CC=CC3=C2)=O)C=C1